methyl (2S,5R)-5-aminotetrahydropyran-2-carboxylate HCl salt Cl.N[C@@H]1CC[C@H](OC1)C(=O)OC